2-(N-Boc)amino-5-(3-chloro-4-fluorophenyl)thiazole-4-acetic acid C(=O)(OC(C)(C)C)NC=1SC(=C(N1)CC(=O)O)C1=CC(=C(C=C1)F)Cl